O=C1NC(CCC1C=1C=C(C(=O)OC2=C(C(=C(C(=C2F)F)F)F)F)C=CC1F)=O pentafluorophenyl 3-(2,6-dioxopiperidin-3-yl)-4-fluorobenzoate